(R)-2-((benzyloxy)methyl)-6-methyl-4-((2-nitrophenyl)sulfonyl)-3,4-dihydro-2H-1,4-oxazine C(C1=CC=CC=C1)OC[C@@H]1OC(=CN(C1)S(=O)(=O)C1=C(C=CC=C1)[N+](=O)[O-])C